(3-Fluoro-5-(1-(4-(trifluoromethyl)phenyl)-1H-pyrazol-4-yl)phenyl)methylamine FC=1C=C(C=C(C1)C=1C=NN(C1)C1=CC=C(C=C1)C(F)(F)F)CN